cis-1-bis(diphenylphosphino)amino-4-butylcyclohexane C1(=CC=CC=C1)P(C1=CC=CC=C1)N([C@@H]1CC[C@@H](CC1)CCCC)P(C1=CC=CC=C1)C1=CC=CC=C1